ClC1=C(C=C(C=C1)F)NC=1N(C2=NC(=NC=C2N1)NC1CCOCC1)C1CCC(CC1)C(=O)N (1s,4s)-4-(8-(2-chloro-5-fluorophenylamino)-2-(tetrahydro-2H-pyran-4-ylamino)-9H-purin-9-yl)cyclohexanecarboxamide